N-(4-hydroxycyclohexyl)-3-(3-phenylpropyl)cyclopentane-1-carboxamide OC1CCC(CC1)NC(=O)C1CC(CC1)CCCC1=CC=CC=C1